OC(CN1N=CC(=C1)C1=NC(=NC=C1C(F)(F)F)NC1CCN(CC1)S(=O)(=O)CCCCO)(C)C 4-((4-((4-(1-(2-Hydroxy-2-methylpropyl)-1H-pyrazol-4-yl)-5-(trifluoromethyl)pyrimidin-2-yl)amino)piperidin-1-yl)sulfonyl)butan-1-ol